FC(C1=NNC=C1B(O)O)(F)F [3-(trifluoromethyl)-1H-pyrazol-4-yl]boronic acid